FC([C@@H]1[C@H](C1)C=1C=C2C(=NC(=NC2=CC1P(C)C)C)N[C@H](C)C1=C(C(=CC=C1)C(F)(F)F)C)F (6-((1S,2S)-2-(difluoromethyl)cyclopropyl)-2-methyl-4-(((R)-1-(2-methyl-3-(trifluoromethyl)phenyl)ethyl)amino)quinazolin-7-yl)dimethylphosphine